5-(((trans-3-(3-cyclopropyl-4-(3-(cis-3-hydroxycyclobutyl)pyridin-2-yl)-1H-pyrazol-1-yl)cyclobutyl)methyl)amino)-2-(2,6-dioxopiperidin-3-yl)isoindoline-1,3-dione C1(CC1)C1=NN(C=C1C1=NC=CC=C1[C@@H]1C[C@@H](C1)O)[C@@H]1C[C@H](C1)CNC=1C=C2C(N(C(C2=CC1)=O)C1C(NC(CC1)=O)=O)=O